CN1C=NC=2N=CN(C(C12)=O)CC=1OC(NN1)=O 7-methyl-1-[(5-oxo-4,5-dihydro-1,3,4-oxadiazol-2-yl)methyl]-6,7-dihydro-1H-purin-6-one